C(CCCCCCCCCCC)(=O)[O-].[Sn+2].C(CCCCCCCCCCC)(=O)[O-] tin (II) laurate